3-(6-(2-(2-fluoro-5-((6-fluoro-4-methyl-1H-indol-5-yl)oxy)phenyl)-1H-imidazole-5-carbonyl)pyridin-2-yl)propanoic acid FC1=C(C=C(C=C1)OC=1C(=C2C=CNC2=CC1F)C)C=1NC(=CN1)C(=O)C1=CC=CC(=N1)CCC(=O)O